ClC=1C=CC(=NC1)C1(OC(C2=C(O1)C=CC=C2)C2=CC(=C(CC1=NC3=C(N1C[C@H]1OCC1)C=C(C=C3)C(=O)O)C(=C2)F)F)C 2-(4-(2-(5-Chloropyridin-2-yl)-2-methylbenzo[d][1,3]dioxan-4-yl)-2,6-difluorobenzyl)-1-(((S)-oxetan-2-yl)methyl)-1H-benzo[d]imidazole-6-carboxylic acid